N1=C(NC2=C1C=CC=C2)C2(CC=C(C=C2)Br)C(C=C)=O 1-benzimidazol-2-yl-4-bromophenylprop-2-en-1-one